CS(=O)(=O)NC1=CC=C(C=C1)C1=CC=C(C=C1)C(=O)O 4'-(methylsulfonylamino)-[1,1'-biphenyl]-4-carboxylic acid